3-[(2-aminobenzyl)amino]pyridine NC1=C(CNC=2C=NC=CC2)C=CC=C1